2-(2-(4-((1-(2-(2,6-dioxopiperidin-3-yl)-1,3-dioxoisoindoline-5-yl)azetidin-3-yl)ethynyl)-1H-pyrazol-1-yl)-2-methylpropionamido)-N-methyl-5-(trifluoromethyl)benzamide O=C1NC(CCC1N1C(C2=CC=C(C=C2C1=O)N1CC(C1)C#CC=1C=NN(C1)C(C(=O)NC1=C(C(=O)NC)C=C(C=C1)C(F)(F)F)(C)C)=O)=O